C1=CC(=CC(=C1)Br)[N+](=O)[O-] m-nitrobromobenzene